1-(4-chloro-3-fluorophenyl)-N-(3-{[(2R,4R)-6-chloro-4-hydroxy-3,4-dihydro-2H-1-benzopyran-2-carbonyl]amino}bicyclo[1.1.1]pent-1-yl)-1H-pyrazole-4-carboxamide ClC1=C(C=C(C=C1)N1N=CC(=C1)C(=O)NC12CC(C1)(C2)NC(=O)[C@@H]2OC1=C([C@@H](C2)O)C=C(C=C1)Cl)F